tert-butyl (S)-(4-ethyl-8-fluoro-4-hydroxy-11-methyl-3,6,14-tricarbonyl-3,4,6,11,12,14-hexahydro-1H-pyrano[3',4':6,7]indolizino[2,1-b]quinolin-9-yl)carbamate C(C)[C@]1(C(OCC=2C(N3CC=4N(C5=CC(=C(C=C5C(C4C3=CC21)=C=O)F)NC(OC(C)(C)C)=O)C)=C=O)=C=O)O